1,3-dimethyl-1,3-dihydro-2H-benzo(d)imidazole-2-one CN1C(N(C2=C1C=CC=C2)C)=O